3-(piperazin-1-yl)thiophene-2-carbonitrile N1(CCNCC1)C1=C(SC=C1)C#N